C(C)(C)(C)OC(=O)N[C@@H]1[C@H](C[C@H](CC1)C(=O)OCC)O (1S,3S,4S)-ethyl 4-((tert-butoxycarbonyl)amino)-3-hydroxycyclohexanecarboxylate